tert-butyl 3-((2-methoxybenzyl)carbamoyl)-4-(2-methoxy ethyl)-3-methyl-5-oxo-2,3,4,5-tetrahydrobenzofuro[2,3-f][1,4]oxazepine-8-carboxylate COC1=C(CNC(=O)C2(COC3=C(C(N2CCOC)=O)OC2=C3C=CC(=C2)C(=O)OC(C)(C)C)C)C=CC=C1